strontium nitrogen (1R,2S,5S)-5-(4-chlorobenzyl)-2-(chloromethyl)-2-methyl-1-(1H-1,2,4-triazol-1-ylmethyl)cyclopentanol ClC1=CC=C(C[C@@H]2CC[C@]([C@@]2(O)CN2N=CN=C2)(C)CCl)C=C1.[N].[Sr]